O=C1NC(CCC1N1CC2=C(C=C(C=C2C1=O)CNC(OC(C)(C)C)=O)F)=O tert-butyl ((2-(2,6-dioxopiperidin-3-yl)-7-fluoro-3-oxoisoindolin-5-yl)methyl)carbamate